NC1=C(C(=NC=N1)OC1=CC(=C(C=C1)NC(=O)NC1=CC(=NN1C1=CC=C(C=C1)CN1CCCC1)C(C)(C)C)F)C#N 1-(4-((6-amino-5-cyanopyrimidin-4-yl)oxy)-2-fluorophenyl)-3-(3-(tert-butyl)-1-(4-(pyrrolidin-1-ylmethyl)phenyl)-1H-pyrazol-5-yl)urea